3-(3-(aminomethyl)-2-fluorophenyl)oxazolidin-2-one NCC=1C(=C(C=CC1)N1C(OCC1)=O)F